FC=1C=CC(=C(C1)C1=C(NC=2C3=C(CCC12)C=CC=C3)C(=O)O)OC 3-(5-Fluoro-2-methoxyphenyl)-4,5-dihydro-1H-benzo[g]indole-2-carboxylic acid